triphenylphosphate C1(=CC=CC=C1)OP(=O)(OC1=CC=CC=C1)OC1=CC=CC=C1